(S)-3-(5-(difluoromethyl)-1,3,4-thiadiazol-2-yl)-1-ethyl-N-(3-(fluoromethyl)oxetan-3-yl)-7-(3-methylpiperazin-1-yl)-2-oxo-2,3-dihydro-1H-benzo[d]imidazole-5-sulfonamide FC(C1=NN=C(S1)N1C(N(C2=C1C=C(C=C2N2C[C@@H](NCC2)C)S(=O)(=O)NC2(COC2)CF)CC)=O)F